Cl.Cl.N1CC(C1)CNC1CC1 N-(azetidin-3-ylmethyl)cyclopropylamine dihydrochloride